FC1=C(C=CC(=C1)F)C(C(F)(F)C1=CC=C(C=N1)OC1=CC=C(C#N)C=C1)(CN1N=CNC1=S)O 4-[[6-[2-(2,4-difluorophenyl)-1,1-difluoro-2-hydroxy-3-(5-thioxo-4,5-dihydro-1,2,4-triazol-1-yl)propyl]-3-pyridyl]oxy]benzonitrile